C(C1=CC=CC=C1)OC=1C(C(=CN2C1C(N1[C@H](CC[C@@H]([C@H]2C1)O)C)=O)C(=O)NCC1=C(C=C(C=C1)F)F)=O (3S,6S,7R)-12-(benzyloxy)-N-(2,4-difluorobenzyl)-6-hydroxy-3-methyl-1,11-dioxo-1,4,5,6,7,11-hexahydro-3H-2,7-methanopyrido[1,2-a][1,4]diazonine-10-carboxamide